N-(3-(1H-imidazol-1-yl)propyl)-5-phenyl-7-(pyridin-2-yl)pyrazolo[1,5-a]pyrimidine-2-carboxamide N1(C=NC=C1)CCCNC(=O)C1=NN2C(N=C(C=C2C2=NC=CC=C2)C2=CC=CC=C2)=C1